NC1=NN2C(C=C(C=C2)C=2C=NN(C2)CC(=O)NC2=CC=C(C=C2)OC)=N1 2-[4-(2-Amino-[1,2,4]triazolo[1,5-a]pyridin-7-yl)pyrazol-1-yl]-N-(4-methoxyphenyl)acetamide